3,4-dibromo-N-methylmaleimide CN1C(=O)C(=C(C1=O)Br)Br